N-(2,4-difluoro-3-(7-fluoro-3-(1H-imidazol-2-yl)-1H-indazol-6-yl)phenyl)-4-methoxybenzene-sulfonamide FC1=C(C=CC(=C1C1=CC=C2C(=NNC2=C1F)C=1NC=CN1)F)NS(=O)(=O)C1=CC=C(C=C1)OC